N-(4-(2-(2,2-difluoroacetyl)hydrazine-1-carbonyl)-2-fluorobenzyl)-N-(4-fluorophenyl)methanesulfonamide FC(C(=O)NNC(=O)C1=CC(=C(CN(S(=O)(=O)C)C2=CC=C(C=C2)F)C=C1)F)F